N-(4-hydroxybutyl)ethylenediamine OCCCCNCCN